2-(tert-Butoxycarbonylamino)-2-(4-methylcyclohexyl)acetic acid C(C)(C)(C)OC(=O)NC(C(=O)O)C1CCC(CC1)C